trans-2-chloro-5-(2-(4-fluoro-3-methoxyphenyl)cyclopropyl)-4-methoxypyrimidine ClC1=NC=C(C(=N1)OC)[C@H]1[C@@H](C1)C1=CC(=C(C=C1)F)OC